IC1=CNC2=CC=C(C=C12)S(=O)(=O)NC 3-Iodo-N-methyl-1H-indole-5-sulfonamide